3,5-di-t-butyl-4-hydroxybenzenepropionic acid isooctyl ester C(CCCCC(C)C)OC(CCC1=CC(=C(C(=C1)C(C)(C)C)O)C(C)(C)C)=O